C(#N)C1=C(OCCCCCC(=O)O)C=CC=C1 6-(2-cyanophenoxy)hexanoic acid